CC1=NOC(=C1S(=O)O)C 3,5-dimethyl-1,2-oxazole-4-sulfinic acid